ClC=1C2=CN(N=C2C=CC1C1=NN(C2=NC(=C(N=C21)C)N2CCC1([C@@H]([C@@H](OC1)C)NC(OC(C)(C)C)=O)CC2)C2OCCCC2)C tert-butyl N-[(3S,4S)-8-[3-(4-chloro-2-methyl-2H-indazol-5-yl)-5-methyl-1-(oxan-2-yl)-1H-pyrazolo[3,4-b]pyrazin-6-yl]-3-methyl-2-oxa-8-azaspiro[4.5]decan-4-yl]carbamate